O1-tert-butyl O3-methyl (3S)-4-[(3-ethoxy-2,2-dimethyl-3-oxo-propyl)carbamoyl]piperazine-1,3-dicarboxylate C(C)OC(C(CNC(=O)N1[C@@H](CN(CC1)C(=O)OC(C)(C)C)C(=O)OC)(C)C)=O